The molecule is a pyridinemonocarboxylic acid that is 1,6-dihydropyridine-2-carboxylic acid substituted by a hydroxy group at position 4, a 2'-formylethyl group at position 5 and an oxo group at position 6 respectively. It is a pyridinemonocarboxylic acid, a dioxo monocarboxylic acid, a hydroxy monocarboxylic acid and an aldehyde. It derives from a picolinic acid. It is a conjugate acid of a 5-(2'-formylethyl)-4,6-dihydroxypicolinate. C1=C(NC(=O)C(=C1O)CCC=O)C(=O)O